N-[4-(2,2-dimethylcyclohexyl)-6-phenoxy-pyrimidin-2-yl]benzenesulfonamide CC1(C(CCCC1)C1=NC(=NC(=C1)OC1=CC=CC=C1)NS(=O)(=O)C1=CC=CC=C1)C